OB1OCC2=C1C(=C(C=C2)C(=O)N[C@@H](C(C)C)C(=O)OCC2=CC=C(C=C2)C(F)(F)F)C 4-trifluoromethylbenzyl (1-hydroxy-7-methyl-1,3-dihydrobenzo[c][1,2]oxaborole-6-carbonyl)-L-valinate